5-(7-(4-ethylphenyl)octyl)furan C(C)C1=CC=C(C=C1)C(CCCCCCC1=CC=CO1)C